2-(2'-fluoro-3-methyl-2,4'-bipyridin-5-yl)-N-(5-(pyrazin-2-yl)pyridin-2-yl)acetamide FC1=NC=CC(=C1)C1=NC=C(C=C1C)CC(=O)NC1=NC=C(C=C1)C1=NC=CN=C1